C(C)C1=CN=C(S1)C=1C=C(C(=O)N[C@H](C)C=2C=NC(=NC2)C(F)(F)F)C=C(C1)OC[C@@H]1COCC1 3-(5-ethyl-1,3-thiazol-2-yl)-5-[(3S)-tetrahydrofuran-3-ylmethoxy]-N-{(1R)-1-[2-(trifluoromethyl)pyrimidin-5-yl]ethyl}benzamide